(4S)-N-(3-Chloro-2,4-difluorophenyl)-N-methyl-3-(6-methyl-4-(trifluoromethyl)pyridin-2-yl)-1-(2-(3-(N-methylacetamido)-pyrrolidin-1-yl)ethyl)-2-oxoimidazolidine-4-carboxamide ClC=1C(=C(C=CC1F)N(C(=O)[C@H]1N(C(N(C1)CCN1CC(CC1)N(C(C)=O)C)=O)C1=NC(=CC(=C1)C(F)(F)F)C)C)F